ClC=1C(=C(C=CC1)O)C1=C(N=C(N=N1)N1CC[C@H]2[C@@H]1CN(CC2)C)C 3-chloro-2-(5-methyl-3-((3aS,7aR)-6-methyloctahydro-1H-pyrrolo[2,3-c]pyridin-1-yl)-1,2,4-triazin-6-yl)phenol